C(C)(=O)C=1C(=C(NC1C)C1=NC2=NC(=NC=C2N1)NS(=O)(=O)C(C)C)C1=CC=CC=C1 N-[8-(4-acetyl-5-methyl-3-phenyl-1H-pyrrol-2-yl)-7H-purin-2-yl]propane-2-sulfonamide